dipyridinium p-toluenesulphonate CC1=CC=C(C=C1)S(=O)(=O)[O-].[NH+]1=CC=CC=C1.[NH+]1=CC=CC=C1.CC1=CC=C(C=C1)S(=O)(=O)[O-]